C1(=CC=CC=C1)N(C1=CC=C(C(=O)P(C2=CC=CC=C2)(C2=CC=CC=C2)=O)C=C1)C1=CC=CC=C1 4-diphenylaminobenzoyl-diphenyl-phosphine oxide